[Zn].[Fe].[Cu] copper-iron-zinc